CN1N=C(C2=C1C(N(CC2)CC2(CC2)S(=O)(=O)C(C)(C)C2CC(=NO2)C)=O)C(=O)O 1-Methyl-6-((1-((2-(3-methyl-4,5-dihydroisoxazol-5-yl)propan-2-yl)sulfonyl)cyclopropyl)methyl)-7-oxo-4,5,6,7-tetrahydro-1H-pyrazolo[3,4-c]pyridine-3-carboxylic acid